(S)-N-(3-(3,4-dihydroisoquinolin-2(1H)-yl)-2-hydroxypropyl)-6-isopropylimidazo[1,2-a]pyridine-2-carboxamide C1N(CCC2=CC=CC=C12)C[C@H](CNC(=O)C=1N=C2N(C=C(C=C2)C(C)C)C1)O